C1(CC1)C1=NSC(=N1)N1C=C(C(C2=C(C=C(N=C12)N1CC(C1)C(CC)=O)C)=O)C(=O)O 1-(3-cyclopropyl-1,2,4-thiadiazol-5-yl)-5-methyl-4-oxo-7-(3-propionylazetidin-1-yl)-1,4-dihydro-1,8-naphthyridine-3-carboxylic acid